C(C)(C)(C)OC(=O)N(CC1CCCCC1)CC1=C2C(=NC(=C1)C(=O)O)C(CC2)(C)C 4-(((tert-butoxycarbonyl)(cyclohexylmethyl)amino)methyl)-7,7-dimethyl-6,7-dihydro-5H-cyclopenta[b]pyridine-2-carboxylic acid